BrC=1C=CC(=C(OCC=2C=C(C(=O)O)C=CC2)C1)C=1OC2=C(C=CC=C2C(C1)=O)Cl 3-[[5-bromo-2-(8-chloro-4-oxo-chromen-2-yl)phenoxy]methyl]benzoic acid